C(CCCCCCCCCCCCCCCCCCCCC)C1=CC=2C(C3=CC(=CC=C3C2C=C1)CCCCCCCCCCCCCCCCCCCCCC)(Br)C1=CC(=CC=C1)F 2,7-bis(behenyl)-9-(3-fluorophenyl)-9-bromofluorene